CON1C(N(C2=C1C=CC=C2)C2CCCCC2)=O N-methoxy-3-cyclohexylbenzimidazol-2-one